1-(3-((4-((4-([1,2,4]triazolo[1,5-a]pyridin-7-yloxy)-2-methoxy-5-methylphenyl)amino)-7-methoxyquinazolin-5-yl)oxy)-4,4-difluoropiperidin-1-yl)prop-2-en-1-one N=1C=NN2C1C=C(C=C2)OC2=CC(=C(C=C2C)NC2=NC=NC1=CC(=CC(=C21)OC2CN(CCC2(F)F)C(C=C)=O)OC)OC